ClCCC(O)C1=CC=CC=C1 3-chloro-1-phenyl-propan-1-ol